C(=O)(O)C1=CC=CC(=N1)CN(CCOCCOCCN(CCOCCO)CC1=CC(=CC(=N1)C(=O)O)OCCC1=CC=C(C=C1)N=C=S)CC 6-[[16-[(6-Carboxy-2-pyridinyl)methyl]-1,4,10,13-tetraoxa-7,16-diaza-octadeca-7-yl]methyl]-4-[2-(4-isothiocyanatophenyl)ethoxy]pyridine-2-carboxylic acid